C(=O)O.N[C@@H](C(=O)NCCNC(C1=C(C=C(C=C1)NC=1C=2N(C=CN1)C(=CN2)C2=C(C(=C(C=C2)OCC#N)F)F)CC)=O)CCCNC(=N)N N-[2-[[(2R)-2-amino-5-guanidino-pentanoyl]amino]ethyl]-4-[[3-[4-(cyanomethoxy)-2,3-difluoro-phenyl]imidazo[1,2-a]pyrazin-8-yl]amino]-2-ethyl-benzamide formate